rac-(1r,2r,3s)-3-(5-bromo-6-methoxy-2H-indazol-2-yl)-2-methylcyclohexane-1-ol BrC1=CC2=CN(N=C2C=C1OC)[C@@H]1[C@H]([C@@H](CCC1)O)C |r|